2-[[(1R)-1-[2-[4-(4-Cyanophenyl)phenyl]-3,6-dimethyl-4-oxo-chromen-8-yl]ethyl]amino]benzoic acid C(#N)C1=CC=C(C=C1)C1=CC=C(C=C1)C=1OC2=C(C=C(C=C2C(C1C)=O)C)[C@@H](C)NC1=C(C(=O)O)C=CC=C1